NCCCN1C(C(=CC=C1)CCN1C(C2=CC=CC=C2C1=O)=O)=O 2-(2-(1-(3-aminopropyl)-2-oxo-1,2-dihydropyridin-3-yl)ethyl)isoindoline-1,3-dione